trimethyl-tetradecan CC(CCCCCCCCCCCCC)(C)C